ClC1=CC=C2C(C(NC2=C1)=O)O 6-chloro-2-oxo-2,3-dihydro-1H-indol-3-ol